S1NC=CCC1=O thiazine-6(5H)-one